O1C(=CC=C1)CC1=C(OCCN2CCN(CC2)C)C=CC(=C1)C 1-(2-(2-(Furan-2-ylmethyl)-4-methylphenoxy)ethyl)-4-methylpiperazine